3-((4'-Cyano-2'-methyl-2-(2,2,2-trifluoroethoxy)-[1,1'-biphenyl]-3-yl)amino)-6-cyclopropylpyrazin C(#N)C1=CC(=C(C=C1)C1=C(C(=CC=C1)NC=1C=NC(=CN1)C1CC1)OCC(F)(F)F)C